Cl.FC(C1=CC=2N(C=C1N)C=C(N2)C)F 7-(difluoromethyl)-2-methylimidazo[1,2-a]pyridin-6-amine hydrochloride